FC1=C(C=C(C=C1)F)[C@@H]1N(C[C@H](C1)F)C1=CC=C(C(=N1)C(=O)N)[N+](=O)[O-] 6-((2R,4S)-2-(2,5-difluorophenyl)-4-fluoropyrrolidin-1-yl)-3-nitropicolinamide